CNC1C(CCCC1)NC=1C=C2CN(C(C2=CC1)=O)C1C(NC(CC1)=O)=O 3-(5-((2-(methylamino)cyclohexyl)amino)-1-oxoisoindolin-2-yl)piperidine-2,6-dione